5'-((5-amino-6-chloropyrimidin-4-yl)amino)-2'-methyl-4'-(4-methylpiperazin-1-yl)-[1,1'-biphenyl]-4-carboxylic acid NC=1C(=NC=NC1Cl)NC=1C(=CC(=C(C1)C1=CC=C(C=C1)C(=O)O)C)N1CCN(CC1)C